R-3,3'-bis(3,5-bistrifluoromethoxyphenyl)-1,1'-binaphthol FC(OC=1C=C(C=C(C1)OC(F)(F)F)C1=C(C(=C2C=CC=CC2=C1)C1=CC(=CC2=CC=CC=C12)C1=CC(=CC(=C1)OC(F)(F)F)OC(F)(F)F)O)(F)F